ClC(C(=O)OC(C(CC)Cl)=O)CC chlorobutanoic anhydride